FC(C=1C=CC2=C(NC3=C(C=C2)C=CC=C3)C1)(F)F 3-(trifluoromethyl)-5H-dibenzo[b,f]azepine